FC=1C(=NC(=NC1)NC=1C=NN(C1C)C[C@@H](C)O)N1C=C(C2=CC(=CC=C12)NC(C=C)=O)C N-[1-[5-fluoro-2-[[1-[(2R)-2-hydroxypropyl]-5-methyl-pyrazol-4-yl]amino]pyrimidin-4-yl]-3-methyl-indol-5-yl]prop-2-enamide